N-(3-fluoro-5-(5-((1r,2s)-2-fluorocyclopropyl)-1,2,4-oxadiazol-3-yl)-2-methylphenyl)-7-methylimidazo[1,2-a]pyridine-3-carboxamide FC=1C(=C(C=C(C1)C1=NOC(=N1)[C@@H]1[C@H](C1)F)NC(=O)C1=CN=C2N1C=CC(=C2)C)C